6,7-dimethoxy-1-oxo-2-(5,6,7,8-tetrahydronaphthalen-2-yl)-1,2-dihydroisoquinoline-4-carboxylic acid COC=1C=C2C(=CN(C(C2=CC1OC)=O)C1=CC=2CCCCC2C=C1)C(=O)O